C(C)C1(COCC1)C1=C(C(=C2C=NC(=NN21)NC2C(COCC2)O)C(F)(F)F)C#N 7-(3-ethyltetrahydrofuran-3-yl)-2-((3-hydroxytetrahydro-2H-pyran-4-yl)amino)-5-(trifluoromethyl)pyrrolo[2,1-f][1,2,4]triazine-6-carbonitrile